FC(C(=O)O)(F)F.N1(CCNCC1)C1=CC=C(C=C1)C1C(NC(CC1)=O)=O 3-(4-(piperazin-1-yl)phenyl)piperidine-2,6-dione 2,2,2-trifluoroacetate